BrC=1C=CC=2C=3N(C(=NC2C1)Cl)N=C(N3)C(C)C 8-bromo-5-chloro-2-isopropyl-1,2,4-triazolo[1,5-c]quinazoline